3-(1-(2-amino-[1,2,4]triazolo[1,5-a]pyridin-6-yl)piperidin-4-yl)azetidine-1-carboxylic acid tert-butyl ester C(C)(C)(C)OC(=O)N1CC(C1)C1CCN(CC1)C=1C=CC=2N(C1)N=C(N2)N